rac-benzyl ((2S,3S,4R)-2-ethyl-3-methyl-6-(methylcarbamoyl)-1,2,3,4-tetrahydroquinolin-4-yl)carbamate C(C)[C@@H]1NC2=CC=C(C=C2[C@@H]([C@H]1C)NC(OCC1=CC=CC=C1)=O)C(NC)=O |r|